NC1=NC=C(C2=C1C(=C(N2C)C2=CC=C(C=C2)NC(=O)C(=C)F)C=2C=C(C(=NC2)C(=O)NCC(F)(F)F)OC)C#CCN(C)C 5-{4-amino-7-[3-(dimethylamino)prop-1-ynyl]-2-{4-[(2-fluoroacrylamino)]phenyl}-1-methylpyrrolo[3,2-c]pyridin-3-yl}-3-methoxy-N-(2,2,2-trifluoroethyl)pyridine-2-carboxamide